BrC=1C(N(C=CC1)CC)=O 3-bromo-1-ethylpyridin-2(1H)-one